N-[(1H-benzimidazol-2-yl)methyl]-2-(morpholin-4-yl)-8-(pyridin-4-yl)pyrazolo[1,5-a][1,3,5]triazin-4-amine hydrogen chloride Cl.N1C(=NC2=C1C=CC=C2)CNC2=NC(=NC=1N2N=CC1C1=CC=NC=C1)N1CCOCC1